5-Methoxysaccharin COC=1C=C2C(NS(=O)(=O)C2=CC1)=O